IC1=C(CCCC1)[N+](C)(C)C iodo-N,N,N-trimethyl-cyclohexenyl-ammonium